C(CC)C1=CC=CC=2NN=NC21 propyl-benzotriazol